C1CCC(CC)OS1(=O)=O 4-hexanesultone